BrC1=CC=C(OC=2C3=C(SC2C(=O)C2=C(C=CC=C2)CC)C=C(C=C3)O)C=C1 (3-(4-Bromophenoxy)-6-hydroxybenzo[b]thiophen-2-yl)(2-ethylphenyl)methanone